COC=1C=C2C(=CC=NC2=CC1OC)NC1=CC(=CC(=C1)C1=CC=NC=C1)OC 6,7-Dimethoxy-N-(3-Methoxy-5-(pyridin-4-yl)phenyl)quinolin-4-amine